((3aR,6aS)-5-benzylhexahydrocyclopenta[c]pyrrol-2(1H)-yl)-1-(4-hydroxyphenyl)propan-1-one C(C1=CC=CC=C1)C1C[C@@H]2[C@@H](CN(C2)C(C(=O)C2=CC=C(C=C2)O)C)C1